C(C)N1C(C=C(CC1)B1OC(C(O1)(C)C)(C)C)=O 1-ethyl-4-(4,4,5,5-tetramethyl-1,3,2-dioxaborolan-2-yl)-5,6-dihydropyridin-2(1H)-one